2-((5-((dibenzo[b,d]furan-2-ylmethyl)amino)-6-methyl-2-phenylpyrimidin-4-yl)oxy)acetic acid C1=C(C=CC=2OC3=C(C21)C=CC=C3)CNC=3C(=NC(=NC3C)C3=CC=CC=C3)OCC(=O)O